FC1(C2=CC=CC=C2C=2C=CC(=CC12)C(=O)NCC(=O)O)F [(9,9-difluorofluoren-2-yl)formamido]acetic acid